4-(4-(6-(hydroxymethyl)-3-(quinolin-4-yl)imidazo[1,2-b]pyridazin-7-yl)phenyl)piperazine-1-carboxylic acid tert-butyl ester C(C)(C)(C)OC(=O)N1CCN(CC1)C1=CC=C(C=C1)C1=CC=2N(N=C1CO)C(=CN2)C2=CC=NC1=CC=CC=C21